C1N(CC2C1CNC2)C(CC(=O)O)=O 3-(hexahydropyrrolo[3,4-c]pyrrol-2(1H)-yl)-3-oxopropionic acid